C1(CC1)CN1C(=CC=2C1=NC=CC2)C2=NC1=C(N2C)C(=CC(=C1)C(=O)N1C[C@@H](CC[C@H]1CO)NC(OC(C)(C)C)=O)OC |r| Rac-tert-butyl N-[(3R,6S)-1-{2-[1-(cyclopropylmethyl)-1H-pyrrolo[2,3-b]pyridin-2-yl]-7-methoxy-1-methyl-1H-1,3-benzodiazole-5-carbonyl}-6-(hydroxymethyl)piperidin-3-yl]carbamate